4-(2-Hydroxyethyl)-1-oxo-6-(5-(trifluoromethyl)-1H-pyrazol-4-yl)isoquinolin OCCC1=CNC(C2=CC=C(C=C12)C=1C=NNC1C(F)(F)F)=O